BrC=1C=CC=C2CC3(CCN(CC3)C=O)NCC12 (8-bromo-2,4-dihydro-1H-spiro[isoquinoline-3,4'-piperidin]-1'-yl)methanone